ClC1=C(C=C(C=C1)N1CCN(CC1)C(CCC(=O)O)=O)C=1N=C2N(C=CC=C2)C1C 4-(4-(4-chloro-3-(3-methylimidazo[1,2-a]pyridin-2-yl)phenyl)piperazin-1-yl)-4-oxobutanoic acid